2-(3,4-dimethoxyphenyl)-3-isopropyl-5-(piperidin-3-yl)-1H-indole COC=1C=C(C=CC1OC)C=1NC2=CC=C(C=C2C1C(C)C)C1CNCCC1